(4-(6-(cyclopropylamino)-6-oxohexyl)-1-phenyl-1H-imidazol-2-yl)-3-(1H-indazol-5-yl)benzamide C1(CC1)NC(CCCCCC=1N=C(N(C1)C1=CC=CC=C1)C1=C(C(=O)N)C=CC=C1C=1C=C2C=NNC2=CC1)=O